C(#N)CC1(CCC1)C(=O)O 1-(cyanomethyl)cyclobutane-1-carboxylic acid